tert-butyl ((1s,3s)-3-hydroxylcyclobutyl)carbamate OC1CC(C1)NC(OC(C)(C)C)=O